ClC1=CC=C(C=C1)SSC1=CC=C(C=C1)Cl di(4-chlorophenyl) disulfide